N2-[5-methoxy-4-(2,3,4,7-tetrahydro-1H-azepin-5-yl)-2-pyridyl]-N4,6-dimethyl-pyrimidine-2,4-diamine COC=1C(=CC(=NC1)NC1=NC(=CC(=N1)NC)C)C=1CCCNCC1